O1C=C(C2=C1C=CC=C2)C2=NN(C1=C2C=NC(=C1)C#N)CCC 3-(benzofuran-3-yl)-1-propyl-pyrazolo[4,3-c]pyridine-6-carbonitrile